BrC1=CC(=C(C(=C1)OC)C=1N(C=C(N1)C(F)(F)F)C)F 2-(4-bromo-2-fluoro-6-methoxy-phenyl)-1-methyl-4-(trifluoromethyl)imidazole